O=C1NC=NC2=CC(=CC=C12)B(O)O (4-oxo-3,4-dihydro-quinazolin-7-yl)boronic acid